(E)-N-(5-bromo-4-cyano-3-iodopyridin-2-yl)-N'-hydroxyformimidamide BrC=1C(=C(C(=NC1)N\C=N\O)I)C#N